2-{4-[1-Methyl-4-(1-methyl-1H-pyrazol-4-yl)-6-oxo-1,6-dihydro-pyridin-3-yl]-pyrazol-1-yl}-benzoic acid CN1C=C(C(=CC1=O)C=1C=NN(C1)C)C=1C=NN(C1)C1=C(C(=O)O)C=CC=C1